BrC1=C2C=C(N=CC2=C(N=C1)NC([2H])([2H])[2H])NC(=O)[C@@H]1[C@@H](C1)C (1s,2r)-N-(5-bromo-8-((methyl-d3)amino)-2,7-naphthyridin-3-yl)-2-methylcyclopropane-1-carboxamide